3-[[3-(3-bromophenyl)oxetan-3-yl]methyl]-4-(difluoromethyl)-1,2,4-triazole BrC=1C=C(C=CC1)C1(COC1)CC1=NN=CN1C(F)F